C(C(=C)C)(=O)OCC1CC2C3CC(C(C2C1)C3)COC(=O)C3CCC(CC3)C(=O)OCC3C1C2CC(CC2C(C3)C1)COC(C(=C)C)=O.C(C)(C)(C)C=1C(=CC(=C(C1)C(CCC)C1=C(C=C(C(=C1)C(C)(C)C)O)C)C)O 1,1-bis(5-tert-butyl-4-hydroxy-2-methyl-phenyl)butane bis((2-((methacryloyloxy)methyl)octahydro-1H-4,7-methanoinden-5-yl)methyl)cyclohexane-1,4-dicarboxylate